(S)-2-((N-ethylsulfamoyl)amino)-N-(1-(4-ethynyl-3-oxo-2-phenyl-2,3,7,8,9,10-hexahydrocyclohepta[de]isoquinolin-1-yl)ethyl)pyrazolo[1,5-a]pyrimidine-3-carboxamide C(C)NS(=O)(=O)NC1=NN2C(N=CC=C2)=C1C(=O)N[C@@H](C)C=1N(C(C=2C(=CC=C3C2C1CCCC3)C#C)=O)C3=CC=CC=C3